2-pyrazolin-5-one N1N=CCC1=O